C(C)C1=C(N(C=C1)C)C(=O)N ethyl-1-methyl-1H-pyrrole-2-carboxamide